COC(=O)C1=CC=C(C=C1)C1=C2C=CC(C(=C3C=CC(=C(C=4C=CC(=C(C5=CC=C1N5)C5=CC=C(C=C5)C(=O)OC)N4)C4=CC=C(C=C4)C(=O)OC)N3)C3=CC=C(C=C3)C(=O)OC)=N2.[Co] cobalt tetrakis(4-methoxyformylphenyl)porphyrin